IC1=C(C[C@H](N)C(=O)O)C=CC(=C1)I 2,4-diiodophenylalanine